C(C)(C)(C)NS(=O)(=O)C=1SC=C(C1)C(=O)N1CC2(C3=CC(=CC=C13)NS(=O)(=O)C)CCC(CC2)(F)F N-(tert-butyl)-4-(4,4-difluoro-5'-(methylsulfonamido)spiro[cyclohexane-1,3'-indoline]-1'-carbonyl)thiophene-2-sulfonamide